3,5,7-trimethoxyflavone COC1=C(OC2=CC(=CC(=C2C1=O)OC)OC)C1=CC=CC=C1